O=C1OC2(CN(C2)C(=O)[O-])CN1 6-oxo-5-oxa-2,7-diazaspiro[3.4]octane-2-carboxylate